3,4-dichlorophenylthiothiourea ClC=1C=C(C=CC1Cl)SNC(=S)N